2,7-di-tert-butyl-9-(5-octyloxy-2-tetrahydropyran-2-yloxy-phenyl)carbazole methyl-N-[5-[8-cyclopropyl-6-(1,3,4-oxadiazol-2-yl)imidazo[1,2-a]pyridin-3-yl]-2-pyridyl]carbamate COC(NC1=NC=C(C=C1)C1=CN=C2N1C=C(C=C2C2CC2)C=2OC=NN2)=O.C(C)(C)(C)C2=CC=1N(C3=CC(=CC=C3C1C=C2)C(C)(C)C)C2=C(C=CC(=C2)OCCCCCCCC)OC2OCCCC2